(R)-2-(3-((1-(2-Hydroxyethyl)piperidin-3-yl)amino)-5-methyl-1,2,4-triazin-6-yl)-5-(trifluoromethyl)pyridin-3-ol OCCN1C[C@@H](CCC1)NC=1N=NC(=C(N1)C)C1=NC=C(C=C1O)C(F)(F)F